methyl 2-((4-(benzo[d]thiazol-2-yl)piperazin-1-yl)methyl)-4-isopropoxybenzoate S1C(=NC2=C1C=CC=C2)N2CCN(CC2)CC2=C(C(=O)OC)C=CC(=C2)OC(C)C